3-(4-Hydroxy-3-methoxyphenyl)-1-(2,4,6-trimethoxyphenyl)prop-2-en-1-one OC1=C(C=C(C=C1)C=CC(=O)C1=C(C=C(C=C1OC)OC)OC)OC